1-benzyl-6-fluoropyridine-2(1H)-one C(C1=CC=CC=C1)N1C(C=CC=C1F)=O